4-((R)-3-((cyclobutylmethyl)amino)piperidin-1-yl)-3-fluoro-1-(1-(4-(5-methoxypyridin-3-yl)-1H-1,2,3-triazol-1-yl)ethyl)pyridin-2(1H)-one C1(CCC1)CN[C@H]1CN(CCC1)C1=C(C(N(C=C1)C(C)N1N=NC(=C1)C=1C=NC=C(C1)OC)=O)F